C(C)(CC)C1=C(C(=NN1CC)C(C)(C)C)O 5-sec-butyl-3-tert-butyl-1-ethyl-4-hydroxy-pyrazole